2-pentyl-1,3-thiazolidine-4-carboxylic acid C(CCCC)C1SCC(N1)C(=O)O